N(=[N+]=[N-])C(=C)C1=CC=C(C=C1)C (1-azidovinyl)-4-methylbenzene